C(#N)C=1C=NN2C1C(=CC(=C2)C=2C=NN(C2)C)C=2C=CC(=NC2)N2CCS(CC2)=O 4-(5-(3-cyano-6-(1-methyl-1H-pyrazole-4-yl)pyrazolo[1,5-a]pyridin-4-yl)pyridin-2-yl)-1-oxothiomorpholine